4-(2-cyano-4-fluoro-phenyl)sulfanyl-6-[5-methyl-1-(4-oxocyclohexyl)pyrazol-4-yl]pyrazolo[1,5-a]pyridine-3-carbonitrile C(#N)C1=C(C=CC(=C1)F)SC=1C=2N(C=C(C1)C=1C=NN(C1C)C1CCC(CC1)=O)N=CC2C#N